COC1=CC=C(C=C1)N(C1=CC=2C3(C4=CC(=CC=C4C2C=C1)N(CC1=CC=C(C=C1)C=C)C1=CC=C(C=C1)OC)C1=CC(=CC=C1C=1C=CC(=CC13)N(CC1=CC=C(C=C1)C=C)C1=CC=C(C=C1)OC)N(CC1=CC=C(C=C1)C=C)C1=CC=C(C=C1)OC)CC1=CC=C(C=C1)C=C N2,N2',N7,N7'-tetrakis(4-methoxyphenyl)-N2,N2',N7,N7'-tetrakis(4-vinylbenzyl)-9,9'-spirobi[fluorene]-2,2',7,7'-tetraamine